CC1(OB(OC1(C)C)C1=CC=NN1C(=O)[O-])C 5-(4,4,5,5-tetramethyl-1,3,2-dioxaborolan-2-yl)-1H-pyrazole-1-carboxylate